tert-Butyl (S)-3-((4-((3-chloro-2-fluoro-4-(2-oxopropoxy)phenyl)amino)pyrido[3,2-d]pyrimidin-6-yl)oxy)pyrrolidine-1-carboxylate ClC=1C(=C(C=CC1OCC(C)=O)NC=1C2=C(N=CN1)C=CC(=N2)O[C@@H]2CN(CC2)C(=O)OC(C)(C)C)F